FC(C(=O)O)(F)F.N1C(C=CC1=O)=O pyrrole-2,5-dione 2,2,2-trifluoroacetate